C1(CC1)C=1C(=C(C=C(C1)C1=C(C(=C(C=C1C)F)F)CCCCC=C(C)C)[C@H](CC(=O)OCC)NC([C@@H](CC=C)O)=O)F Ethyl (S)-3-(5-cyclopropyl-3',4,4'-trifluoro-6'-methyl-2'-(6-methylhept-5-en-1-yl)-[1,1'-biphenyl]-3-yl)-3-((R)-2-hydroxypent-4-enamido)propanoate